COC=1C=C(C=CC1OC)C1=NN2C(C=CC(=C2)C2CC3CCC(C2)N3C3CCN(CC3)C(C)C)=N1 2-(3,4-dimethoxyphenyl)-6-(8-(1-isopropylpiperidin-4-yl)-8-azabicyclo[3.2.1]oct-3-yl)-[1,2,4]triazolo[1,5-a]pyridine